N-(4-aminobutyl)-5-(3-aminoprop-1-yn-1-yl)benzofuran-2-carboxamide NCCCCNC(=O)C=1OC2=C(C1)C=C(C=C2)C#CCN